C1(=CC=CC=C1)CC(=O)NNC1=NC=CC=C1 2-phenyl-N'-(pyridin-2-yl)acethydrazide